CC(C)[C@@H](C(=O)N1CCC[C@H]1C(=O)N2CCC[C@H]2C(=O)O)NC(=O)[C@H](CC(=O)O)N The molecule is a tetrapeptide composed of L-aspartic acid, L-valine and two L-proline units joined in sequence by peptide linkages. It has a role as a metabolite. It derives from a L-aspartic acid, a L-valine and a L-proline.